Trans-2-(5-bromothiophen-2-yl)cyclopropanecarboxylic Acid BrC1=CC=C(S1)[C@H]1[C@@H](C1)C(=O)O